C(#N)C[C@H]1CN(CC[C@@H]1NC(OCC1=CC=CC=C1)=O)C=1C2=C(N=C(N1)OC[C@H]1N(CCC1)C)CN(CC2)C2=CC=CC1=CC=CC(=C21)C benzyl ((3S,4S)-3-(cyanomethyl)-1-(7-(8-methylnaphthalen-1-yl)-2-(((S)-1-methylpyrrolidin-2-yl)methoxy)-5,6,7,8-tetrahydropyrido[3,4-d]pyrimidin-4-yl)piperidin-4-yl)carbamate